C(C)(C)(C)C1=C(C(=C(C=O)C=C1)O)C[2H] 4-tert-butyl-3-deuteromethyl-2-hydroxybenzaldehyde